(R)-N,N-dimethyl-2-(2-methyl-2-(6-(3-methylmorpholino)-2-(1H-pyrrolo[2,3-b]pyridin-4-yl)pyrimidin-4-yl)propoxy)ethane-1-amine CN(CCOCC(C)(C1=NC(=NC(=C1)N1[C@@H](COCC1)C)C1=C2C(=NC=C1)NC=C2)C)C